C(C)OC1=C(C=C2C(=NC=NC2=C1)C=1C(=NN(C1)C)C1=CC=CC=C1)[C@@H](C)O (R)-1-(7-ethoxy-4-(1-methyl-3-phenyl-1H-pyrazol-4-yl)quinazolin-6-yl)ethan-1-ol